2-stearyl-N-carboxymethyl-N-hydroxyethylimidazolinium C(CCCCCCCCCCCCCCCCC)C=1[N+](CCN1)(CCO)CC(=O)O